tert-butyl (3-((2-acetamidoquinolin-7-yl)methoxy)benzyl)(4-(6-(2,5-dimethyl-1H-pyrrol-1-yl)pyridin-2-yl)butyl)carbamate C(C)(=O)NC1=NC2=CC(=CC=C2C=C1)COC=1C=C(CN(C(OC(C)(C)C)=O)CCCCC2=NC(=CC=C2)N2C(=CC=C2C)C)C=CC1